3,5-difluoro-4-methylpyridine-2-sulfonyl chloride FC=1C(=NC=C(C1C)F)S(=O)(=O)Cl